(3R,4R,5S,6R)-6-(acetoxymethyl)-3-(1,3-dioxoisoindolin-2-yl)tetrahydro-2H-pyran-2,4,5-triyltriacetate C(C)(=O)OC[C@H]1[C@H]([C@H]([C@H](C(O1)CC(=O)[O-])N1C(C2=CC=CC=C2C1=O)=O)CC(=O)[O-])CC(=O)[O-]